2-Bromo-6-methylisonicotinaldehyde BrC=1C=C(C=O)C=C(N1)C